BrC1=C(N(N=C1)C)C=1C(=C(C2=CC=CC=C2C1Cl)OC1CC1)C#N 3-(4-bromo-2-methyl-pyrazol-3-yl)-4-chloro-1-(cyclopropoxy)naphthalene-2-carbonitrile